(1S,2R)-2-methylcyclopropane-1-carboxamide C[C@H]1[C@H](C1)C(=O)N